C(C)(C)(C)OC(=O)NC=1C=CC2=C(N=C(O2)C2=C3C=C(N=CC3=C(N=C2)NC)NC2=CC=CC(=N2)OCCCC(=O)OC)C1 methyl 4-((6-((5-(5-((tert-butoxycarbonyl)amino)benzo[d]oxazol-2-yl)-8-(methylamino)-2,7-naphthyridin-3-yl)amino)pyridin-2-yl)oxy)butanoate